tert-butyl (6R)-2-[4-bromo-7-[2,4-difluoro-6-(2-methoxyethoxy)phenyl]thieno[3,2-c]pyridin-6-yl]-6-methyl-6,7-dihydro-4H-pyrazolo[1,5-a]pyrazine-5-carboxylate BrC1=NC(=C(C2=C1C=CS2)C2=C(C=C(C=C2OCCOC)F)F)C2=NN1C(CN([C@@H](C1)C)C(=O)OC(C)(C)C)=C2